C(#N)C=1N=C2C(=CC(N(C2=CC1)C)=O)N1C[C@H]([C@@H](CC1)OC1=CC=C(C=C1)OC(F)(F)F)C 6-cyano-1-methyl-4-((3R,4R)-3-methyl-4-(4-(trifluoromethoxy)phenoxy)piperidin-1-yl)-1,5-naphthyridin-2(1H)-one